1,4-bis(1H-benzo[d]imidazol-2-yl)benzene N1C(=NC2=C1C=CC=C2)C2=CC=C(C=C2)C2=NC1=C(N2)C=CC=C1